COC1=CC=C(CNP(=O)(CC2=CC=C(C=C2)C2=NOC(=N2)C(F)(F)F)C)C=C1 N-(4-methoxybenzyl)-P-methyl-P-(4-(5-(trifluoromethyl)-1,2,4-oxadiazol-3-yl)benzyl)phosphinic amide